Benzyl N-[3-[[2-(1,2,3,5,6,7-hexahydro-s-indacen-4-yl)acetyl]sulfamoyl-(1-methylpyrazol-4-yl)amino]propyl]carbamate C1CCC2=C(C=3CCCC3C=C12)CC(=O)NS(=O)(=O)N(CCCNC(OCC1=CC=CC=C1)=O)C=1C=NN(C1)C